N1C(=CC(=C1)C=O)C=O 1H-pyrrole-2,4-dicarboxaldehyde